BrC=1C=C(C=C2C=CC(=NC12)O)[N+](=O)[O-] 8-bromo-6-nitroquinolin-2-ol